1-(1H-benzo[d]imidazol-2-yl)-3-(3-fluorophenyl)urea N1C(=NC2=C1C=CC=C2)NC(=O)NC2=CC(=CC=C2)F